(1R)-2-(cyclopropoxy)-1-[3-(difluoromethoxy)phenyl]ethanamine hydrochloride Cl.C1(CC1)OC[C@H](N)C1=CC(=CC=C1)OC(F)F